ClC1=CC=C(C(=N1)OC)C(=O)N 6-chloro-2-methoxypyridine-3-carboxamide